O1C(CCCC1)OCCCCCCOC1=CC=C(C(=O)O)C=C1 4-(6-(tetrahydro-2H-pyran-2-yloxy)hexyloxy)benzoic acid